BrC=1C=C(C=C(C1)NC(CC1=C(C=CC=C1)Cl)=O)NS(=O)(=O)CCC(=O)OC Methyl 3-(N-(3-bromo-5-(2-(2-chlorophenyl)acetamido)phenyl)sulfamoyl)propanoate